prolylethyl-imidazole N1[C@@H](CCC1)C(=O)CCC=1NC=CN1